BrC1=C(C#N)C=C(C=C1C(F)(F)F)C(F)(F)F 2-bromo-3,5-bis(trifluoromethyl)benzonitrile